C(C1=CC=CC=C1)OC[C@@H](C(O)C1=C(C=CC=C1)Cl)O (11R,2S)-3-(benzyloxy)-1-(2-chlorophenyl)propane-1,2-diol